Methyl 5-acetyl-4-(benzo[b]thiophen-3-yl)-2-(1-(tert-butoxycarbonyl) azetidin-3-yl)-6-methyl-1,4-dihydropyridine-3-carboxylate C(C)(=O)C=1C(C(=C(NC1C)C1CN(C1)C(=O)OC(C)(C)C)C(=O)OC)C=1C2=C(SC1)C=CC=C2